(4-(3-amino-5-(4-aminophenyl)-[1,2,4]triazolo[4,3-a]pyridin-7-yl)-3,6-dihydropyridin-1(2H)-yl)-2-methylpropan-1-one NC1=NN=C2N1C(=CC(=C2)C=2CCN(CC2)C(C(C)C)=O)C2=CC=C(C=C2)N